(2S)-2-((R)-3-(4-chlorophenyl)valeramido)-N-(4-(cyclopropylamino)-3,4-dioxo-1-((S)-2-oxopyrrolidin-3-yl)butan-2-yl)-4,4-dimethylpentanamide ClC1=CC=C(C=C1)[C@@H](CC(=O)N[C@H](C(=O)NC(C[C@H]1C(NCC1)=O)C(C(=O)NC1CC1)=O)CC(C)(C)C)CC